(S)-2-(3-(1-benzhydrylazetidin-3-ylidene)butan-2-yl)isoindoline-1,3-dione C(C1=CC=CC=C1)(C1=CC=CC=C1)N1CC(C1)=C([C@H](C)N1C(C2=CC=CC=C2C1=O)=O)C